2,6-dimethoxy-4-ethyl-phenol COC1=C(C(=CC(=C1)CC)OC)O